N-((6-fluoro-4-iodopyridin-3-yl)methyl)-2-methoxy-N-methylethylamine FC1=CC(=C(C=N1)CN(C)CCOC)I